FC1=CC=C(C=C1)N1C(=NC=C(C1=O)C(=O)O)C 1-(4-fluorophenyl)-2-methyl-6-oxo-1,6-dihydropyrimidine-5-carboxylic acid